BrC=1C=CC(=C(OCCOC2CC(C2)C(=O)NS(=O)(=O)C)C1)C=1OC2=C(C=CC=C2C(C1)=O)Cl 3-[2-[5-bromo-2-(8-chloro-4-oxo-chromen-2-yl)phenoxy]ethoxy]-N-methylsulfonyl-cyclobutanecarboxamide